t-butyl (S)-2-((4-(6-((5-fluoro-1-(2-methoxyethyl)-1H-indazol-6-yl) methoxy) pyridin-2-yl) piperidin-1-yl) methyl)-1-(oxetan-2-ylmethyl)-1H-benzo[d]imidazole-6-carboxylate FC=1C=C2C=NN(C2=CC1COC1=CC=CC(=N1)C1CCN(CC1)CC1=NC2=C(N1C[C@H]1OCC1)C=C(C=C2)C(=O)OC(C)(C)C)CCOC